CC=1C=C2C(=C(NC(C2=CC1)=O)C1=CC=CC=C1)C1=CC=CC=C1 6-methyl-3,4-diphenylisoquinolin-1(2H)-one